(2S,3R)-1-(2-(3-acetyl-5-(2-methylpyrimidin-5-yl)-1H-indazol-1-yl)acetyl)-3-amino-N-(6-bromopyridin-2-yl)pyrrolidine-2-carboxamide C(C)(=O)C1=NN(C2=CC=C(C=C12)C=1C=NC(=NC1)C)CC(=O)N1[C@@H]([C@@H](CC1)N)C(=O)NC1=NC(=CC=C1)Br